2,5-dihydroxy-3-hexyne OC(C)C#CC(C)O